FC1(CCN(CC1)C=1C=2N(C=C(N1)NC(C1=C(C=C(C=C1)S(=O)(=O)C(C)C)N1CCC3(CC3)CC1)=O)C=CN2)F N-(8-(4,4-difluoropiperidin-1-yl)imidazo[1,2-a]pyrazin-6-yl)-4-(isopropylsulfonyl)-2-(6-azaspiro[2.5]oct-6-yl)benzamide